(4-((2-acrylamidoethyl)carbamoyl)-3-bromophenyl)boronic acid C(C=C)(=O)NCCNC(=O)C1=C(C=C(C=C1)B(O)O)Br